N,N-dimethyl-pyridin-3-amine CN(C=1C=NC=CC1)C